C(C)(C)(C)C1=CC=C(C=C1)OP(OC1=CC=C(C=C1)C(C)(C)C)(O)=O Bis(4-t-butylphenyl)phosphoric acid